C(=O)(O)CSC1=C2NC=NC2=NC=N1 6-(carboxymethylmercapto)purine